5-(1-(2-Azaspiro-[3.3]heptan-6-yl)ethoxy)-2-((3,4-dihydroisoquinolin-2(1H)-yl)methyl)-4H-pyran-4-one bis-trifluoroacetate FC(C(=O)O)(F)F.FC(C(=O)O)(F)F.C1NCC12CC(C2)C(C)OC=2C(C=C(OC2)CN2CC1=CC=CC=C1CC2)=O